S[C@H](CCCCCO)CCS (R)-6,8-dimercaptooctane-1-ol